C(C)[Si]([O-])([O-])[O-] ethylsilanetriolate